[C@@H]1([C@H](O)[C@H](O)[C@@H](O)[C@@H](O1)C)O[C@@H]1[C@@H]([C@H]([C@H](O[C@H]2[C@H](O)[C@@H](O)[C@H](O)CO2)O[C@@H]1C)O)O β-d-xylopyranosyl-(1→4) α-l-rhamnopyranosyl-(1→4)-β-d-fucopyranoside